cyclopropenyl bromoformate BrC(=O)OC1=CC1